9,10-bis(n-nonanyloxy)anthracene C(CCCCCCCC)OC=1C2=CC=CC=C2C(=C2C=CC=CC12)OCCCCCCCCC